tert-butyl (4-((3,4-dichlorophenyl)amino)-4-oxobutyl)carbamate ClC=1C=C(C=CC1Cl)NC(CCCNC(OC(C)(C)C)=O)=O